7-ethenyl-1-methyl-1,3-dihydro-2H-benzimidazol-2-one C(=C)C1=CC=CC2=C1N(C(N2)=O)C